N-(4-(4-aminobicyclo[2.2.2]octan-1-yl)phenyl)isoindoline-2-carboxamide hydrobromide Br.NC12CCC(CC1)(CC2)C2=CC=C(C=C2)NC(=O)N2CC1=CC=CC=C1C2